BrC1=C2C(NC(=NC2=CC(=C1Br)C(F)(F)F)C)=O 5,6-dibromo-2-methyl-7-(trifluoromethyl)quinazolin-4(3H)-one